(R)-5-(6-(4-(2-hydroxy-3-methylbutanoyl)piperazin-1-yl)pyridin-3-yl)-7-(1-methyl-1H-pyrazol-4-yl)imidazo[1,2-a]pyridine-3-carbonitrile O[C@@H](C(=O)N1CCN(CC1)C1=CC=C(C=N1)C1=CC(=CC=2N1C(=CN2)C#N)C=2C=NN(C2)C)C(C)C